(2R,5S)-5-(2-((methylsulfonyl)oxy)ethyl)pyrrolidine-1,2-dicarboxylic acid 1-(tert-butyl) 2-methyl ester COC(=O)[C@@H]1N([C@@H](CC1)CCOS(=O)(=O)C)C(=O)OC(C)(C)C